2-{3-amino-6-[4-(4-methylpiperazin-1-yl)phenyl]pyrazin-2-yl}-1H-imidazole-5-carboxamide NC=1C(=NC(=CN1)C1=CC=C(C=C1)N1CCN(CC1)C)C=1NC(=CN1)C(=O)N